3-(4-(trifluoromethyl)phenyl)prop-2-en-1-ol methyl-2-((R)-3-(6-oxoheptyl)pyrrolidin-1-yl)-2-phenylacetate CC(C(=O)OCC=CC1=CC=C(C=C1)C(F)(F)F)(C1=CC=CC=C1)N1C[C@@H](CC1)CCCCCC(C)=O